1-benzyl-N-((1s,4s,7r)-8,8-difluoro-2-methyl-3-oxo-2-azabicyclo[5.1.0]oct-4-yl)-1H-1,2,4-triazole-3-carboxamide C(C1=CC=CC=C1)N1N=C(N=C1)C(=O)N[C@@H]1C(N([C@@H]2C([C@@H]2CC1)(F)F)C)=O